[NH-]C1=CC=CC=C1 anilinide